O1C=CC2=C1C=CC(=C2)S(=O)(=O)C=2C=CC(=C1C(N(C(NC21)=O)O)=O)Cl 8-(benzofuran-5-ylsulfonyl)-5-chloro-3-hydroxyquinazoline-2,4(1H,3H)-dione